N[C@@H]1C2=CC(=CC=C2CC12CCN(CC2)C=2N=CC(=NC2CO)C#CCOC2=CC=C(C(=O)N)C=C2)OC (S)-4-((3-(5-(1-amino-6-methoxy-1,3-dihydrospiro[indene-2,4'-piperidine]-1'-yl)-6-(hydroxymethyl)pyrazin-2-yl)prop-2-yn-1-yl)oxy)benzamide